C1=CC(=CC=C1C2=C3C=CC(=C(C4=CC=C(N4)C(=C5C=CC(=N5)C(=C6C=CC2=N6)C7=CC=C(C=C7)C(=O)O)C8=CC=C(C=C8)C(=O)O)C9=CC=C(C=C9)C(=O)O)N3)C(=O)O 4-[10,15,20-tris(4-carboxyphenyl)-21,24-dihydroporphyrin-5-yl]benzoic acid